Cl.ClCC=1C=C(C=NC1)SCCC(=O)OC methyl 3-((5-(chloromethyl)pyridin-3-yl)thio)propanoate hydrochloride